C(C1=CC=CC=C1)S(=O)(=O)N1CCN(CC1)C=1C=C2C3=C(N(C2=CC1OC)C)C(=NC=C3)C 6-(4-(benzylsulfonyl)piperazin-1-yl)-7-methoxy-1,9-dimethyl-9H-pyrido[3,4-b]indole